(E)-5-(methoxy-d3)-1-(4-trifluoromethyl-phenyl)-1-pentanone-O-(2-aminoethyl) oxime NCCO\N=C(/CCCCOC([2H])([2H])[2H])\C1=CC=C(C=C1)C(F)(F)F